CC(CC(=O)OCCCCCCCCCCCCCCCC)CC(C)(C)C palmityl 3,5,5-trimethylhexanoate